C(CCCCCCCCCCCCCCCCCCC)N n-Eicosylamin